[(2S)-7-[6-tert-Butyl-5-(trideuteriomethyl)pyrrolo[2,3-b]pyrazin-3-yl]-3-isopropoxy-3,4,5,6-tetrahydro-2H-azepin-2-yl]methanol C(C)(C)(C)C1=CC=2C(=NC(=CN2)C=2CCCC([C@@H](N2)CO)OC(C)C)N1C([2H])([2H])[2H]